(1-methylpyrazol-4-yl)(2H2)methanol CN1N=CC(=C1)C(O)([2H])[2H]